3-[1-oxo-5-(piperazin-1-yl)-1,3-dihydro-2H-isoindol-2-yl]-piperidine-2,6-dione hydrochloride Cl.O=C1N(CC2=CC(=CC=C12)N1CCNCC1)C1C(NC(CC1)=O)=O